2-amino-2-[1-(difluoromethyl)-2-oxo-4-quinolyl]acetamide NC(C(=O)N)C1=CC(N(C2=CC=CC=C12)C(F)F)=O